C(C)(=O)O.C/C(/C(=O)N)=C\C=1SC=C(C1)C1=CC=C(C=C1)C#N (E)-2-methyl-3-(4-(4-cyanophenyl)thiophen-2-yl)acrylamide acetate